ClC1(CC1)[C@@](CN1N=CN=C1)(CC[C@H]1C(C1)(Cl)Cl)O (2S)-2-(1-chlorocyclopropyl)-4-[(1R)-2,2-Dichlorocyclopropyl]-1-(1H-1,2,4-triazol-1-yl)-butan-2-ol